6-benzyl-N4-((1r,3r)-3-(2-hydroxyethoxy)cyclobutyl)-N2-methylpyridine-2,4-dicarboxamide C(C1=CC=CC=C1)C1=CC(=CC(=N1)C(=O)NC)C(=O)NC1CC(C1)OCCO